C(C1=CC=CC=C1)N(C1=NC=2N(C(=C1)C=1C=NNC1)N=C(C2)C(=O)NC2=CC=C(C=C2)F)C 5-(benzyl(methyl)amino)-N-(4-fluorophenyl)-7-(1H-pyrazol-4-yl)pyrazolo[1,5-a]pyrimidine-2-carboxamide